N-(3-((2-aminopyrimidin-5-yl)ethynyl)-2,4-difluorophenyl)-5-chloro-2-methylpyridine-3-sulfonamide NC1=NC=C(C=N1)C#CC=1C(=C(C=CC1F)NS(=O)(=O)C=1C(=NC=C(C1)Cl)C)F